C(CC=1OCC(N1)C)C=1OCC(N1)C ethylene-bis(4-methyl-2-oxazoline)